OC[C@H](C1=CC=CC=C1)NC1=NC(=NC=C1C1=NC(=NO1)C1=NC=CC=C1)NC1=CC=C2C(=N1)C(N(C2=O)CCC)(C)C (S)-2-((4-((2-hydroxy-1-phenylethyl)amino)-5-(3-(pyridin-2-yl)-1,2,4-oxadiazol-5-yl)pyrimidin-2-yl)amino)-7,7-dimethyl-6-propyl-6,7-dihydro-5H-pyrrolo[3,4-b]pyridin-5-one